C1(=CC=CC=C1)[C@H]1CCN2N=C(C=C21)C(CC)=O (R)-1-(4-phenyl-5,6-dihydro-4H-pyrrolo[1,2-b]pyrazol-2-yl)propan-1-one